N/C(/NCCC[C@@H](NC(C(C1=CC=CC=C1)C=1C=C(OCCCCNC([C@H](CCCCNC([O-])=O)NC([O-])=O)=O)C=CC1)=O)C(NCC1=CC=C(C=C1)O)=O)=N/C(NCCNC(CC)=O)=O ((5S)-6-((4-(3-((4R,Z)-9-amino-4-((4-hydroxybenzyl)carbamoyl)-2,11,16-trioxo-1-phenyl-3,8,10,12,15-pentaazaoctadec-9-en-1-yl)phenoxy)butyl)amino)-6-oxohexane-1,5-diyl)dicarbamate